F[P-](F)(F)(F)(F)F.C(CCCCCCC)OC1=CC=C(C=C1)[IH+] 4-octyloxyphenyl-iodonium hexafluorophosphate